tert-Butyl (4R)-4-[(E,1S)-5-(6-tert-butyl-5-methyl-pyrrolo[2,3-b]pyrazin-3-yl)-1-isopropyl-5-oxo-pent-3-enyl]-2,2-dimethyl-oxazolidine-3-carboxylate C(C)(C)(C)C1=CC=2C(=NC(=CN2)C(/C=C/C[C@@H](C(C)C)[C@H]2N(C(OC2)(C)C)C(=O)OC(C)(C)C)=O)N1C